C12(CC3CC(CC(C1)C3)C2)C(C(=O)N)OC2=NC(NC(=C2)OCCO[Si](C2=CC=CC=C2)(C2=CC=CC=C2)C(C)(C)C)=O (adamantan-1-yl)-2-((6-(2-((tert-butyldiphenylsilyl)oxy)ethoxy)-2-oxo-1,2-dihydropyrimidin-4-yl)oxy)acetamide